(S)-4-((2-(3-Aminopiperidin-1-yl)-3H-imidazo[4,5-b]pyridin-3-yl)methyl)benzonitril-hydrochlorid Cl.N[C@@H]1CN(CCC1)C1=NC=2C(=NC=CC2)N1CC1=CC=C(C#N)C=C1